C(C)OC(=O)C=1N=C(SC1)[C@@H](C[C@H](C(C)C)N(C(=O)[C@H]([C@H](CC)C)NC(=O)[C@@H]1N(CCCC1)C(=O)OC(C)(C)C)CCCCCC)O tert-Butyl (2R)-2-{[(1S,2S)-1-{[(1R,3R)-1-[4-(ethoxycarbonyl)-1,3-thiazol-2-yl]-1-hydroxy-4-methylpentan-3-yl](hexyl)carbamoyl}-2-methylbutyl]carbamoyl}piperidine-1-carboxylate